F[C@@H]1C[C@H](N(C1)C(CCC1=NNC(C=C1)=O)=O)C(=O)N[C@H](C1=CC=C(C=C1)C(C)C)C1=CC=CC=C1 (2S,4R)-4-fluoro-1-[3-(6-oxo-1,6-dihydropyridazin-3-yl)propanoyl]-N-[(S)-phenyl[4-(propan-2-yl)phenyl]methyl]pyrrolidine-2-carboxamide